(S)-2-((1R,3S)-3-(5-fluoropyridin-3-yl)cyclobutyl)-5-(pyrazin-2-yl)-2,5,6,7-tetrahydro-3H-pyrrolo[2,1-c][1,2,4]triazol-3-one FC=1C=C(C=NC1)C1CC(C1)N1N=C2N(C1=O)[C@@H](CC2)C2=NC=CN=C2